The molecule is an acyl-CoA that results from the formal condensation of the thiol group of Co-A with the carboxylic acid group of fluoroacetic acid. It derives from a fluoroacetic acid. It is a conjugate acid of a fluoroacetyl-CoA(4-). CC(C)(COP(=O)(O)OP(=O)(O)OC[C@@H]1[C@H]([C@H]([C@@H](O1)N2C=NC3=C(N=CN=C32)N)O)OP(=O)(O)O)[C@H](C(=O)NCCC(=O)NCCSC(=O)CF)O